BrC1=CC(=C(O[C@H](C(=O)O)CC)C=C1)C(C(C)C)(F)F (S)-2-[4-bromo-2-(1,1-difluoro-2-methylpropyl)phenoxy]butyric acid